FC1=CC=C(C=C1)[C@@H]1N(CCC2=CC=CC=C12)C(=O)OC[C@@H]1[C@@H](CC1)N ((1S,2R)-2-aminocyclobutyl)methyl (S)-1-(4-fluorophenyl)-3,4-dihydroisoquinoline-2(1H)-carboxylate